C(#N)C=1N(C(C=2N(C(=NC2N1)C=1C=NN(C1)CC1=CC(=CC=C1)C(F)(F)F)COC(C1=CC=CC=C1)=O)=O)CCC Benzoic acid 2-cyano-6-oxo-1-propyl-8-[1-(3-trifluoromethyl-benzyl)-1H-pyrazol-4-yl]-1,6-dihydro-purin-7-ylmethyl ester